N-(1-cyclooctyl-2-{[(2'S,3S)-2'-methyl-2-oxospiro[indoline-3,4'-tetrahydropyran]-6-yl]-amino}-2-oxoethyl)-2-methylpyrazole-3-carboxamide C1(CCCCCCC1)C(C(=O)NC1=CC=C2C(=C1)NC([C@@]21C[C@@H](OCC1)C)=O)NC(=O)C=1N(N=CC1)C